C(C1=CC=CC=C1)NC1=C2N=CN(C2=NC(=N1)C1=CC=NC=C1)[C@H]1[C@@H]([C@@H]([C@H](O1)C(=O)NC)O)O (2S,3S,4R,5R)-5-(6-(benzylamino)-2-(pyridin-4-yl)-9H-purin-9-yl)-3,4-dihydroxyl-N-methyltetrahydrofuran-2-carboxamide